NC1CCC(CC1)C1(CC1)O 1-((1r,4r)-4-aminocyclohexyl)cyclopropane-1-ol